diethyl (4-((7,9-difluoro-5H-pyrido[3,2-b]indol-5-yl)methyl)benzyl)phosphonate FC=1C=C(C=2C3=C(N(C2C1)CC1=CC=C(CP(OCC)(OCC)=O)C=C1)C=CC=N3)F